methyl 2'-methoxy-4'-nitrobiphenyl-4-carboxylate COC1=C(C=CC(=C1)[N+](=O)[O-])C1=CC=C(C=C1)C(=O)OC